(R)-N2-(3,3-difluorocyclobutyl)-6-(3,3-dimethylbut-1-yn-1-yl)-N4-(1,1,1-trifluoropropan-2-yl)-1,3,5-triazine-2,4-diamine FC1(CC(C1)NC1=NC(=NC(=N1)N[C@@H](C(F)(F)F)C)C#CC(C)(C)C)F